Fluoro-2-methoxy-6-morpholino-N-(4-phenylbutyl)-1H-benzo[d]imidazole-1-carboxamide FC1=CC(=CC=2N(C(=NC21)OC)C(=O)NCCCCC2=CC=CC=C2)N2CCOCC2